C(C)(C)(C)OC(=O)N1CC2=CC=CC(=C2C(C1)(F)F)C1=C2C(=C(NC2=C(C=C1F)C(N)=O)C)C 5-(7-carbamoyl-5-fluoro-2,3-dimethyl-1H-indol-4-yl)-4,4-difluoro-3,4-dihydroisoquinoline-2(1H)-carboxylic acid tert-butyl ester